bismuth selenium oxygen [O].[Se].[Bi]